COC1=CC=C(C=C1)C(N1CCN(CC1)C(=O)N1N=NC2=C1C=CC(=C2)C#N)C2=CC=C(C=C2)OC 1-(4-(bis(4-methoxyphenyl)methyl)piperazine-1-carbonyl)-1H-benzo[d][1,2,3]triazole-5-carbonitrile